C(C)(C)OC1=CC=C(C=C1)C=1C=CC(=NC1)CNC1=CC(=NC(=C1)C(F)(F)F)C=1C=NNC1 N-((5-(4-Isopropoxyphenyl)pyridin-2-yl)methyl)-2-(1H-pyrazol-4-yl)-6-(trifluoromethyl)pyridin-4-amine